N[14C]1=NC=NN2C1=CC=C2[C@@]2(O[C@@H]([C@H]([C@H]2OCC2=CC=CC=C2)OCC2=CC=CC=C2)COCC2=CC=CC=C2)C#N (2R,3R,4R,5R)-2-(4-amino[4-14C]Pyrrolo[2,1-f][1,2,4]Triazin-7-yl)-3,4-bis(benzyloxy)-5-[(benzyloxy)methyl]Tetrahydrofuran-2-carbonitrile